N-(1-(3-amino-6-(2-hydroxyphenyl)pyridazin-4-yl)-4-phenylpiperidin-4-yl)-3-(4-(4-((2,6-dioxopiperidin-3-yl)oxy)phenyl)piperidin-1-yl)propanamide diformate C(=O)O.C(=O)O.NC=1N=NC(=CC1N1CCC(CC1)(C1=CC=CC=C1)NC(CCN1CCC(CC1)C1=CC=C(C=C1)OC1C(NC(CC1)=O)=O)=O)C1=C(C=CC=C1)O